trans-rac-(1r,2r)-N-(7-methoxy-4-(1-methyl-3-phenyl-1H-pyrazol-4-yl)quinazolin-6-yl)-2-(trifluoromethyl)cyclopropane-1-carboxamide COC1=C(C=C2C(=NC=NC2=C1)C=1C(=NN(C1)C)C1=CC=CC=C1)NC(=O)[C@H]1[C@@H](C1)C(F)(F)F |r|